bis-(4-formylphenyl)-2,2'-bipyridine C(=O)C1=CC=C(C=C1)C1=C(C(=NC=C1)C1=NC=CC=C1)C1=CC=C(C=C1)C=O